((3-bromo-5-methylthiophene-2-yl)sulfonyl)-2,4-dichlorobenzamide BrC1=C(SC(=C1)C)S(=O)(=O)C=1C(=C(C(=O)N)C=CC1Cl)Cl